tert-Butyl 6-fluoro-2-(2-(3-fluoro-4-hydroxypyrrolidin-1-yl)pyrimidin-5-yl)-1H-indole-1-carboxylate FC1=CC=C2C=C(N(C2=C1)C(=O)OC(C)(C)C)C=1C=NC(=NC1)N1CC(C(C1)O)F